COC(=O)C1(CNCC1)NC(=O)OC(C)(C)C 3-(Boc-amino)pyrrolidin-3-carboxylic methyl ester